ClC1=CC2=C(N=C(O2)N2CCC3(CC2)CCC(CC3)NC(=O)C3CS(CC3)(=O)=O)C=C1 N-[3-(6-chloro-1,3-benzoxazol-2-yl)-3-azaspiro[5.5]undecan-9-yl]-1,1-dioxo-thiolane-3-carboxamide